C(C)(C)(C)OC(N[C@@H](C1CCC(CC1)(F)F)C=1N=C2N(N=CC(=C2)[C@@H](COC)N2C(N[C@@H](C2)C2(CC2)C#N)=O)C1)=O ((S)-(7-((S)-1-((R)-4-(1-cyanocyclopropyl)-2-oxoimidazolidin-1-yl)-2-methoxyethyl)imidazo[1,2-b]pyridazin-2-yl)(4,4-difluorocyclohexyl)methyl)carbamic acid tert-butyl ester